C1(=CC=CC2=CC=CC=C12)C(C)NC(=O)N 1-(1-naphthyl)ethyl-urea